CN(C1CCCCC1)[Si](CC=C)(CC=C)CC=C (N-methylcyclohexylamino)triallylsilane